C(C)OC(=O)C1=C(N=C(S1)NC1=NC(=CC(=N1)N1CCC(CC1)O)N1CC(CCC1)CO)C 2-[4-(4-Hydroxypiperidin-1-yl)-6-(3-hydroxymethyl-1-piperidinyl)-pyrimidin-2-ylamino]-4-methyl-thiazole-5-carboxylic acid ethyl ester